C(C=C)(=O)OCCCCCCCCCCCCCCCCCCOC(C=C)=O Octadecane-1,18-diyl diacrylate